cis-5-(4-(4-(dimethoxymethyl)piperidin-1-yl)-3-fluorophenyl)-6-isobutyl-5,6,7,8-Tetrahydronaphthalene-2-ol COC(C1CCN(CC1)C1=C(C=C(C=C1)[C@@H]1C=2C=CC(=CC2CC[C@@H]1CC(C)C)O)F)OC